4-[4-(4-Aminopiperidin-1-yl)-3-(3-fluoro-5-methylphenyl)chinolin-6-yl]-2,3-dihydro-1H-1,3-benzodiazol-2-one NC1CCN(CC1)C1=C(C=NC2=CC=C(C=C12)C1=CC=CC=2NC(NC21)=O)C2=CC(=CC(=C2)C)F